4-(3,5-dimethylphenyl)butadiene CC=1C=C(C=C(C1)C)C=CC=C